O[C@@H](C(=O)O)C1=CC(=CC=C1)C(F)(F)F (R)-(-)-2-hydroxy-2-(3-(trifluoromethyl)phenyl)acetic acid